CC/C=C\C/C=C\C[C@@H](/C=C\C=C\C=C\[C@@H](CCCCCC(=O)O)O)O (7R,14S)-dihydroxy-(8E,10E,12Z,16Z,19Z)-docosapentaenoic acid